FCCCCC(CC)F 1,5-difluoroheptane